O1CCN(CC1)C=1C=2N(C=C(N1)N/N=C/C=1C=C(C=CC1)C)C=C(N2)C(=O)NC2COCC2 8-morpholino-6-[(2E)-2-(m-tolylmethylene)hydrazino]-N-tetrahydrofuran-3-yl-imidazo[1,2-a]pyrazine-2-carboxamide